C(CCCCCC)NC=1C(C2=CC=CC=C2C(C1)=O)=O 2-heptylamino-1,4-naphthoquinone